N1(CCCC1)C1CN(CC1)C1=NC(=NC=C1Cl)NC=1C=C(C=NC1)N1C(CCC1)=O 1-(5-((4-([1,3'-bipyrrolidin]-1'-yl)-5-chloropyrimidin-2-yl)amino)pyridin-3-yl)pyrrolidin-2-one